NC1CCN(CC1)C1=NC(=C(C(=N1)C1=CC(=C(C#N)C=C1)F)C1=CC2=C(N(N=N2)C)C=C1)OC 4-[2-(4-aminopiperidin-1-yl)-6-methoxy-5-(1-methyl-1H-1,2,3-benzotriazol-5-yl)pyrimidin-4-yl]-2-fluorobenzonitrile